C(C)C1(CCN(CC1)C(=O)N)C(=O)NC 4-ethyl-N4-methylpiperidine-1,4-dicarboxamide